O[C@H]1CN(CC1)C(=O)C1=CC(=NC=C1)C(=O)NC1=CC(=CC=C1)[C@H](C)SC1=NN=CN1C 4-((R)-3-hydroxypyrrolidine-1-carbonyl)-N-(3-((S)-1-((4-methyl-4H-1,2,4-triazol-3-yl)thio)ethyl)phenyl)picolinamide